3-(2,4-dioxo-5-(thiophen-2-ylmethylene)thiazolidin-3-yl)propanoic acid O=C1SC(C(N1CCC(=O)O)=O)=CC=1SC=CC1